propenoic acid ethyl ester C(C)OC(C=C)=O